1-Methyl-2-(6-trifluoromethoxy-benzothiazol-2-ylamino)-1H-benzoimidazole-5-carboxylic acid (2-carbamoylmethoxy-ethyl)-amide C(N)(=O)COCCNC(=O)C1=CC2=C(N(C(=N2)NC=2SC3=C(N2)C=CC(=C3)OC(F)(F)F)C)C=C1